3,5-dinitrobenzoic acid anion [N+](=O)([O-])C=1C=C(C(=O)[O-])C=C(C1)[N+](=O)[O-]